C1(=CC=CC=C1)C=1C(NC(N([C@H]2C[C@H](O)[C@@H](CO)O2)C1)=O)=O 2'-deoxy-5-phenyluridine